1-[(2,4-difluorophenyl)methyl]-3-[(3-fluoro-4-methoxyphenyl)methyl]-1-(1-methylpiperidin-4-yl)urea FC1=C(C=CC(=C1)F)CN(C(=O)NCC1=CC(=C(C=C1)OC)F)C1CCN(CC1)C